(S)-7-(3,4-dimethoxyphenyl)-N-(4-(3,4-dimethylpiperazine-1-carbonyl)phenyl)pyrazolo[1,5-a]pyrimidine-2-carboxamide COC=1C=C(C=CC1OC)C1=CC=NC=2N1N=C(C2)C(=O)NC2=CC=C(C=C2)C(=O)N2C[C@@H](N(CC2)C)C